N[C@@H](C(C)C)C(=O)O[C@@H]1[C@H](O[C@]([C@@H]1O)(C1=CC=C2C(=NC=NN21)NC(=O)NC(C)C)C#N)COC(CC2CCCCC2)=O (2R,3S,4R,5R)-5-cyano-2-((2-cyclohexylacetoxy)methyl)-4-hydroxy-5-(4-(3-isopropylureido)pyrrolo[2,1-f][1,2,4]triazin-7-yl)tetrahydrofuran-3-yl L-valinate